bis-[4-(p-cumylbenzylsulfonyloxy)phenyl]urea C(C)(C)(C1=CC=CC=C1)C1=CC=C(CS(=O)(=O)OC2=CC=C(C=C2)NC(NC2=CC=C(C=C2)OS(=O)(=O)CC2=CC=C(C=C2)C(C)(C)C2=CC=CC=C2)=O)C=C1